(3-nitro-5-(trifluoromethyl)phenyl)methanol Benzyl-N-[2-[(2S)-2-[[4-[(2,6-dichloro-4-pyridyl)-difluoro-methyl]cyclohexyl]carbamoyl]pyrrolidin-1-yl]ethyl]carbamate C(C1=CC=CC=C1)N(C(=O)OCC1=CC(=CC(=C1)C(F)(F)F)[N+](=O)[O-])CCN1[C@@H](CCC1)C(NC1CCC(CC1)C(F)(F)C1=CC(=NC(=C1)Cl)Cl)=O